magnesium cyclamate C1CCC(CC1)NS(=O)(=O)[O-].C1CCC(CC1)NS(=O)(=O)[O-].[Mg+2]